3-chloro-7-(4-(hydroxymethyl)phenyl)-2-methylbenzo[4,5]thieno[2,3-b]pyridin-4-ol ClC=1C(=C2C(=NC1C)SC1=C2C=CC(=C1)C1=CC=C(C=C1)CO)O